(5-amino-8-(1-methyl-6-oxo-1,6-dihydropyridazin-3-yl)-2-(((3-methylpyridin-2-yl)methyl)amino)-[1,2,4]triazolo[1,5-c]pyrimidin-7-yl)-2-fluorobenzonitrile NC1=NC(=C(C=2N1N=C(N2)NCC2=NC=CC=C2C)C2=NN(C(C=C2)=O)C)C=2C(=C(C#N)C=CC2)F